CC=1C=C(C=NC1OCC(F)(F)F)N1N=NC(=C1)C(=O)O 1-[5-methyl-6-(2,2,2-trifluoroethoxy)pyridin-3-yl]-1,2,3-triazole-4-carboxylic acid